ethyl 2-cyano-2-[cyclopenta[a]phenanthren-17-yl]acetate C(#N)C(C(=O)OCC)C1=CCC=2C3=CC=C4C=CC=CC4=C3C=CC12